N1(C=NC=C1)C1=NC=C(C(=O)NC=2C=NC(=NC2)N2[C@H](CN(CC2)C2=NC=CC=C2)C)C=C1 (S)-6-(1H-imidazol-1-yl)-N-(2-(2-methyl-4-(pyridin-2-yl)piperazin-1-yl)pyrimidin-5-yl)nicotinamide